di(m-tolyl)silylene(cyclopentadienyl)(fluorenyl)zirconium dichloride [Cl-].[Cl-].C1(=CC(=CC=C1)[Si](=[Zr+2](C1=CC=CC=2C3=CC=CC=C3CC12)C1C=CC=C1)C=1C=C(C=CC1)C)C